(3-(Phenylmethoxy)phenyl)methanesulfonyl chloride C1(=CC=CC=C1)COC=1C=C(C=CC1)CS(=O)(=O)Cl